COC1=NC=CC=C1C(C(=O)OC)(C)C methyl 2-(2-methoxypyridin-3-yl)-2-methylpropionate